BrC=1C=CC(=C(C1)N1C[C@H](C[C@H]1CO)NC(OC(C)(C)C)=O)NC(=O)C1=NC(=NC=C1)C1=C(C=CC=C1OC)F tert-Butyl (3S,5S)-1-(5-bromo-2-(2-(2-fluoro-6-methoxyphenyl)pyrimidine-4-carboxamido)phenyl)-5-(hydroxymethyl)pyrrolidin-3-ylcarbamate